ICCN 2-iodoethane-1-amine